C(C1=CC=CC=C1)N1C[C@H]2CC[C@@H](C1)C2N(C=2C(=C(C(=NC2)S(=O)(=O)NC=2N=CSC2)F)C)C 5-(((1r,5s,8r)-3-benzyl-3-azabicyclo[3.2.1]oct-8-yl)(methyl)amino)-3-fluoro-4-methyl-N-(thiazol-4-yl)pyridine-2-sulfonamide